8-isopropyl-4-methoxy-3-(3-methoxypropyl)-2,3,8,9-tetrahydro-1H-pyrrolo[3,2-f]isoquinoline C(C)(C)C1N=CC2=CC(=C3C(=C2C1)CCN3CCCOC)OC